OCCCCCNC(=O)C1=CC2=C(N=CN2)C=C1 benzoimidazole-5-carboxylic acid (5-hydroxy-pentyl)-amide